2-({1,3'-dioxo-1H,1'H,2H,2'H,3H,3'H-[4,5'-biisoindol]-2-yl}methyl)prop-2-enenitrile O=C1N(CC=2C(=CC=CC12)C=1C=C2C(NCC2=CC1)=O)CC(C#N)=C